1-(4-(2,2-difluoro-7-((5-methoxy-7-methyl-1H-indol-4-yl)methyl)-7-azaspiro[3.5]nonan-6-yl)phenyl)cyclopropan-1-ol FC1(CC2(C1)CC(N(CC2)CC2=C1C=CNC1=C(C=C2OC)C)C2=CC=C(C=C2)C2(CC2)O)F